C(#N)C1=CC=C(C(=N1)OC1=C(C=CC=C1)OC(F)(F)F)NC(=O)NC1=CC=C(C=C1)C 1-(6-cyano-2-(2-(trifluoromethoxy)phenoxy)pyridin-3-yl)-3-p-tolylurea